tert-butyl (2S,3S)-2-(3-bromobenzyl)-3-(((methoxymethyl) sulfonyl)amino)pyrrolidine-1-carboxylate BrC=1C=C(C[C@@H]2N(CC[C@@H]2NS(=O)(=O)COC)C(=O)OC(C)(C)C)C=CC1